N1=CN=CC(=C1)N1CC2(C1)CCCC2 2-(pyrimidin-5-yl)-2-azaspiro[3.4]octane